5-ethyl-6-fluoro-4-(8-fluoro-2-(((4aS,7aR)-1-methyloctahydro-4aH-cyclopenta[b]pyridin-4a-yl)methoxy)-4-(1,4-oxazepan-4-yl)pyrido[4,3-d]pyrimidin-7-yl)naphthalen-2-ol C(C)C1=C2C(=CC(=CC2=CC=C1F)O)C1=C(C=2N=C(N=C(C2C=N1)N1CCOCCC1)OC[C@]12[C@H](N(CCC1)C)CCC2)F